Cl.CN1C=C(CC1)C=1C=NC=CC1 3-(1-methyl-4,5-dihydro-1H-pyrrole-3-yl)pyridine hydrochloride